Methyl 4-(benzyloxy)-1-bromo-2-naphthoate C(C1=CC=CC=C1)OC1=CC(=C(C2=CC=CC=C12)Br)C(=O)OC